3-oxa-3-aza-bicyclo[3.2.1]octane C12COCC(CC1)C2